N(=C=O)CCSCC(CSCCN=C=O)SCCN=C=O 1,2,3-tri(isocyanatoethylthio)propane